3-((1-(4-chloro-3-(2,4-dioxotetrahydropyrimidin-1(2H)-yl)benzoyl)piperidin-4-yl)oxy)propanal ClC1=C(C=C(C(=O)N2CCC(CC2)OCCC=O)C=C1)N1C(NC(CC1)=O)=O